CNC=1C(=CC(=CC1)N)N 1-N-methylbenzene-1,2,4-triamine